1-(5-((3-(6-(bis(4-methoxybenzyl)amino)pyrimidin-4-yl)pyrazin-2-yl)amino)-4-methylpyridin-2-yl)propan-1-one COC1=CC=C(CN(C2=CC(=NC=N2)C=2C(=NC=CN2)NC=2C(=CC(=NC2)C(CC)=O)C)CC2=CC=C(C=C2)OC)C=C1